(2S,4R)-2'-chloro-2-methyl-1-(2,2,2-trifluoroacetyl)spiro[piperidine-4,7'-thieno[2,3-c]pyran]-4'-one ClC1=CC2=C([C@]3(OCC2=O)C[C@@H](N(CC3)C(C(F)(F)F)=O)C)S1